1-(2-chlorophenyl)-7-cyclopropyl-4-((3-hydroxypropyl)amino)quinazolin-2(1H)-one ClC1=C(C=CC=C1)N1C(N=C(C2=CC=C(C=C12)C1CC1)NCCCO)=O